C(C)NC(=O)C1=CC2=C(C(N(C=C2C(=C)C=2C=NC=CC2)C)=O)N1 N-ethyl-6-methyl-7-oxo-4-(1-(pyridin-3-yl)vinyl)-6,7-dihydro-1H-pyrrolo[2,3-c]pyridin-2-carboxamide